ClC=1C(=C2C=NN(C2=CC1C(F)(F)F)C1OCCCC1)B1OC(C(O1)(C)C)(C)C 5-chloro-1-(tetrahydro-2H-pyran-2-yl)-4-(4,4,5,5-tetramethyl-1,3,2-dioxaborolan-2-yl)-6-(trifluoromethyl)-1H-indazole